(S)-6-(1-(4-fluorophenyl)ethoxy)-N-(4-fluoropyrazolo[1,5-a]pyridin-5-yl)-7-(1-methyl-1H-pyrazol-4-yl)quinazolin-4-amine FC1=CC=C(C=C1)[C@H](C)OC=1C=C2C(=NC=NC2=CC1C=1C=NN(C1)C)NC1=C(C=2N(C=C1)N=CC2)F